Tert-butyl (2-((S)-2-cyanopyrrolidin-1-yl)-2-oxoethyl)((1S,3R,5S)-3-(2-hydroxy ethoxy)adamantan-1-yl)carbamate C(#N)[C@H]1N(CCC1)C(CN(C(OC(C)(C)C)=O)C12CC3(C[C@@H](CC(C1)C3)C2)OCCO)=O